4-(4H-1,2,4-triazol-3-yl)piperidine-1-carboxylic acid tert-butyl ester C(C)(C)(C)OC(=O)N1CCC(CC1)C1=NN=CN1